ClC=1C(N(C=C(C1)N1N=C(C2=CC=CC=C12)I)C)=O 3-chloro-5-(3-iodo-1H-indazol-1-yl)-1-methylpyridin-2(1H)-one